COC(=O)C1(CC1)N(C)C1=C(C=NC2=CC=C(C=C12)Br)[N+](=O)[O-] 1-((6-bromo-3-nitroquinolin-4-yl)(methyl)amino)cyclopropane-1-carboxylic acid methyl ester